ClCC\C(=C(/C=1C(=C2C=NNC2=CC1)F)\C1=CC=C(C=C1)/C=C/C(=O)O)\C1=CC=CC=C1 (E)-3-(4-((E)-4-chloro-1-(4-fluoro-1H-indazol-5-yl)-2-phenylbut-1-en-1-yl)phenyl)acrylic acid